N-[2-(diethylamino)-ethyl]acrylamide C(C)N(CCNC(C=C)=O)CC